3-[(3R)-3-[(5-chlorooxazolo[4,5-b]pyridin-2-yl)amino]-1-piperidyl]-N-(2,2-dimethoxyethyl)propanamide ClC1=CC=C2C(=N1)N=C(O2)N[C@H]2CN(CCC2)CCC(=O)NCC(OC)OC